3-(2-ethoxyethoxy)-1H-pyrazole-4-carboxylic acid ethyl ester C(C)OC(=O)C=1C(=NNC1)OCCOCC